NC1=NC(=CC(=N1)C=1N=NN(C1)CC1=CC=CC(=N1)N1[C@H](CCC1)C(=O)O)C1=C(C(=CC=C1)C#N)OC (R)-1-[6-({4-[2-Amino-6-(3-cyano-2-methoxyphenyl)-4-pyrimidinyl]-1H-1,2,3-triazol-1-yl}methyl)-2-pyridyl]-2-pyrrolidinecarboxylic acid